(4S,5R)-4-amino-5-[(4-[3-[(5-[3-[1-(2,6-dioxopiperidin-3-yl)-3-methyl-2-oxo-1,3-benzodiazol-4-yl]propoxy]pentyl)oxy]propyl]phenyl)meth-oxy]hexanamide hydrochloride Cl.N[C@@H](CCC(=O)N)[C@@H](C)OCC1=CC=C(C=C1)CCCOCCCCCOCCCC1=CC=CC=2N(C(N(C21)C)=O)C2C(NC(CC2)=O)=O